4-{5-cyclopropyl-1H-pyrazolo[3,4-b]pyridin-3-yl}piperidine dihydrochloride Cl.Cl.C1(CC1)C=1C=C2C(=NC1)NN=C2C2CCNCC2